C[NH+](CCC)C N,N-dimethyl-1-propanaminium